N1N=C(C=C1)CN1CC2(CC1)C(N(CC1=C2N=C(N=C1)NCC1CC1)C1=CC=C(C=C1)OC)=O 1'-((1H-pyrazol-3-yl)methyl)-2-((cyclopropylmethyl)amino)-6-(4-methoxyphenyl)-5H-spiro[pyrido[4,3-d]pyrimidine-8,3'-pyrrolidin]-7(6H)-one